COC(=O)C1=CC2=C(N(C(=N2)C2=CC=3C=4N2C(C(NC4C=CC3)C)CC)C)C(=C1)F 2-(3-ethyl-2-methyl-2,3-dihydro-1H-pyrrolo[1,2,3-de]quinoxalin-5-yl)-7-fluoro-1-methyl-1H-benzo[d]imidazole-5-carboxylic acid methyl ester